5-[4-(2-Chloro-3-methoxybenzoylamino)phenyl]-1H-naphtho[1,2-b][1,4]diazepine ClC1=C(C(=O)NC2=CC=C(C=C2)N2C3=C(NCC=C2)C2=CC=CC=C2C=C3)C=CC=C1OC